1,3,5-trimethyl-N-(1,1,3-trimethyl-indan-4-yl)pyrazole-4-carboxamide CN1N=C(C(=C1C)C(=O)NC1=C2C(CC(C2=CC=C1)(C)C)C)C